CC(=CC(=O)N[C@@H](CCC(=O)O)C(=O)O)CCC=C(C)C (3,7-dimethyl-2,6-octadienoyl)glutamic acid